(R)-N-((3-CHLORO-5-CYANO-4-((4-(DIMETHYLAMINO)-1-((4-FLUOROPHENYL)THIO)BUTAN-2-YL)AMINO)PHENYL)SULFONYL)-1-METHOXYCYCLOHEPTANE-1-CARBOXAMIDE ClC=1C=C(C=C(C1N[C@@H](CSC1=CC=C(C=C1)F)CCN(C)C)C#N)S(=O)(=O)NC(=O)C1(CCCCCC1)OC